(R)-(3-(aminomethyl)-3-hydroxypyrrolidin-1-yl)(2-(2-(2,4-dimethylthiazol-5-yl)phenyl)-3-methylimidazo[1,2-a]pyridin-7-yl)methanone NC[C@]1(CN(CC1)C(=O)C1=CC=2N(C=C1)C(=C(N2)C2=C(C=CC=C2)C2=C(N=C(S2)C)C)C)O